N-(t-butoxycarbonyl)-5-aminopentanoic acid C(C)(C)(C)OC(=O)NCCCCC(=O)O